2-(4-isopropyl-5-(8-methyl-[1,2,4]triazolo[1,5-a]pyridin-6-yl)-1H-pyrazol-3-yl)-5-(1-isopropylpiperidin-4-yl)thiazole C(C)(C)C=1C(=NNC1C=1C=C(C=2N(C1)N=CN2)C)C=2SC(=CN2)C2CCN(CC2)C(C)C